C1(=CC=CC=C1)C=1C=2C3=C(C(=C(C4=C5C(=C(C(=C6C7=C(C(C(=C8C9=C(C1N8)C=CC=C9)C9=CC=CC=C9)=N6)C=CC=C7)C7=CC=CC=C7)N4)C=CC=C5)C5=CC=CC=C5)N2)C=CC=C3 TetraPhenyl-TetraBenzoPorphine